ClC1=C(C#N)C=C(C=N1)C(F)(F)F chloro-5-(trifluoromethyl)nicotinonitrile